(2,4-cyclopentadiene-1-yl)[(1-methylethyl)benzene] Iron (II) hexafluoroantimonate F[Sb-](F)(F)(F)(F)F.[Fe+2].C1(C=CC=C1)C1=C(C=CC=C1)C(C)C.F[Sb-](F)(F)(F)(F)F